FC1=C(CN(C=2SC(=C(C2C(=O)O)CN(C)C)C2=CC=C(C=C2)[N+](=O)[O-])C(=O)OCCC)C(=CC=C1)F 2-[(2,6-difluorobenzyl)propoxycarbonylamino]-4-dimethylaminomethyl-5-(4-nitrophenyl)thiophene-3-carboxylic acid